C1(=CC=CC=C1)N1C(=NC2=C1C=CC=C2)C2=CC(=CC(=C2)C2=NC1=C(N2C2=CC=CC=C2)C=CC=C1)C1=NC2=C(N1C1=CC=CC=C1)C=CC=C2 1,3,5-tris(N-phenyl-2-benzimidazolyl)benzene